N2-(6-(2,6-dimethylmorpholino)-2,5-dimethylpyridin-3-yl)spiro[3.3]heptane-2,6-diamine CC1OC(CN(C1)C1=C(C=C(C(=N1)C)NC1CC2(C1)CC(C2)N)C)C